methyl (S)-2-(4-(5-(3,5-difluorophenyl)-4,5-dihydro-1H-pyrazole-1-carbonyl)piperazin-1-yl)pyrimidine-4-carboxylate FC=1C=C(C=C(C1)F)[C@@H]1CC=NN1C(=O)N1CCN(CC1)C1=NC=CC(=N1)C(=O)OC